ClC1=CC=C(C=C1)C#CC1=NN=C(S1)NC(C1=C(C=NC=C1)C1=CN=CC2=CC=CC=C12)=O N-(5-((4-chlorophenyl)ethynyl)-1,3,4-thiadiazol-2-yl)-3-(isoquinolin-4-yl)isonicotinamide